COC(\C=C\C1=C(C(=NC=C1)Cl)F)=O (E)-3-(2-chloro-3-fluoropyridin-4-yl)-acrylic acid methyl ester